ClC1=CC=C(S1)[C@H](C(=O)N1CCN(CC1)C=1C2=C(N=CN1)[C@@H](C[C@H]2C)O)CNC2CCOCC2 (S)-2-(5-chlorothiophen-2-yl)-1-(4-((5R,7R)-7-hydroxy-5-methyl-6,7-dihydro-5H-cyclopenta[d]pyrimidin-4-yl)piperazin-1-yl)-3-(tetrahydro-2H-pyran-4-ylamino)propan-1-one